3-((S)-1'-(6-amino-5-((2-amino-3-chloropyridin-4-yl)thio)-3-chloropyrazin-2-yl)-1-(((R)-tert-butylsulfinyl)amino)-1,3-dihydrospiro[indene-2,4'-piperidin]-6-yl)-N-methylpropiolamide NC1=C(N=C(C(=N1)N1CCC2(CC1)[C@@H](C1=CC(=CC=C1C2)C#CC(=O)NC)N[S@](=O)C(C)(C)C)Cl)SC2=C(C(=NC=C2)N)Cl